NC1=C2N=CN(C2=NC(=N1)F)CC=1C=C(C=CC1)NS(=O)(=O)CCCO N-(3-((6-amino-2-fluoro-9H-purin-9-yl)methyl)phenyl)-3-hydroxypropane-1-sulfonamide